(2S,5R)-4-(3-Chloro-4-cyanophenyl)-N-(2-(4-formylpiperidin-1-yl)pyrimidin-5-yl)-2,5-dimethylpiperazine-1-carboxamide ClC=1C=C(C=CC1C#N)N1C[C@@H](N(C[C@H]1C)C(=O)NC=1C=NC(=NC1)N1CCC(CC1)C=O)C